7-fluoro-2-(4-(methyl-sulfonyl)phenyl)-6-(piperidin-4-yl)-1H-benzo[d]imidazole dihydrochloride Cl.Cl.FC1=C(C=CC2=C1NC(=N2)C2=CC=C(C=C2)S(=O)(=O)C)C2CCNCC2